(3R)-1,1-dioxothian-3-amine O=S1(C[C@@H](CCC1)N)=O